N1=CCN2C1=CN(C=C2)C(=O)N imidazo[1,2-a]pyrazine-7-carboxamide